N[C@H](C)C=1C=C(C=C2C(N(C(=NC12)N1CCC(CC1)C)C)=O)C (R)-8-(1-aminoethyl)-3,6-dimethyl-2-(4-methylpiperidin-1-yl)quinazolin-4(3H)-one